[(2S)-2-(2-{2-[6-(2,5-dioxopyrrol-1-yl)hexanamido]acetamido}acetamido)-3-phenylpropanamido]acetic acid O=C1N(C(C=C1)=O)CCCCCC(=O)NCC(=O)NCC(=O)N[C@H](C(=O)NCC(=O)O)CC1=CC=CC=C1